Cl.NCC=1C=C(C=CC1)C1=C2CCC(NC2=NC=C1)=O 5-(3-(aminomethyl)phenyl)-3,4-dihydro-1,8-naphthyridin-2(1H)-one hydrochloride